BrN1C=C(C=2C1=NC=CC2C)C bromo-3,4-dimethyl-1H-pyrrolo[2,3-b]pyridine